1-{2-methyl-5-[5-(4-methylpiperazin-1-yl)-1H-imidazo[4,5-b]pyridin-2-yl]-4-(thiophen-3-yl)-1H-pyrrol-3-yl}ethan-1-one CC=1NC(=C(C1C(C)=O)C1=CSC=C1)C=1NC=2C(=NC(=CC2)N2CCN(CC2)C)N1